[(2R,3S,4S,5R)-5-(4-amino-2-oxopyrimidin-1-yl)-3,4-dihydroxyoxolan-2-yl]methyl (E)-octadec-9-enoate C(CCCCCCC\C=C\CCCCCCCC)(=O)OC[C@H]1O[C@H]([C@H]([C@@H]1O)O)N1C(N=C(C=C1)N)=O